ClC=1C=CC(=NC1Cl)C(=O)N[C@H]1CC[C@@H](N(C1)C(=O)OC(C)(C)C)C=1OC(=NN1)OCCOC(F)(F)F tert-butyl (2R,5S)-5-(5,6-dichloropyridine-2-amido)-2-{5-[2-(trifluoromethoxy)ethoxy]-1,3,4-oxadiazol-2-yl}piperidine-1-carboxylate